ClC1=NSC2=C1C(=CC=C2F)F 3-chloro-4,7-difluoro-1,2-benzothiazole